[Fe](Cl)(Cl)Cl.C(=O)(O)C1=CC=C(C=C1)C1=C2NC(=C1)C=C1C=CC(=N1)C=C1C=CC(N1)=CC=1C=CC(N1)=C2 (4-carboxyphenyl)porphine iron (III) chloride